3-(4-bromo-2,3-difluorobenzylidene)azetidine BrC1=C(C(=C(C=C2CNC2)C=C1)F)F